ClC=1C=C(C=CC1F)C1=NN=C(N1C=1C=CC=2N(C1)C=CN2)CC 6-(3-(3-Chloro-4-fluorophenyl)-5-ethyl-4H-1,2,4-triazol-4-yl)imidazo[1,2-a]pyridine